2,4-Diphenyl-6-(5'-phenyl-4'-(pyridin-3-yl)-[1,1':2',1''-terphenyl]-4-yl)-1,3,5-triazine C1(=CC=CC=C1)C1=NC(=NC(=N1)C1=CC=CC=C1)C1=CC=C(C=C1)C=1C(=CC(=C(C1)C1=CC=CC=C1)C=1C=NC=CC1)C1=CC=CC=C1